4'-fluoro[1,1'-biphenyl]-2-carboxylic acid FC1=CC=C(C=C1)C=1C(=CC=CC1)C(=O)O